O=C(OCCOCCOCCOCCOCCOCC(=O)O)C=C 19-oxo-3,6,9,12,15,18-hexaoxahenicos-20-enoic acid